(1S,2R,4R,5S)-4-(fluoromethyl)-8-hydroxy-2,5-dimethyl-7,9-dioxo-N-(2,4,6-trifluorobenzyl)-2,3,4,5,7,9-hexahydro-1,6-methanopyrido[1,2-b][1,2,5]triazonine-10-carboxamide FC[C@H]1[C@@H](N2C(C=3N(N([C@@H](C1)C)C2)C=C(C(C3O)=O)C(=O)NCC3=C(C=C(C=C3F)F)F)=O)C